C(#N)C=1C=NN2C1C(=CC(=C2)C=2N=NN(C2C)C2CCN(CC2)C(=O)OC(C)(C)C)O[C@H](C)C2CCCCC2 tert-Butyl 4-(4-[3-cyano-4-[(1R)-1-cyclohexylethoxy]pyrazolo[1,5-a]pyridin-6-yl]-5-methyl-1,2,3-triazol-1-yl)piperidine-1-carboxylate